C(C1=CC=CC=C1)SC1=C(C=C(N)C=C1)OC 4-(benzylthio)-3-methoxyaniline